FC=1C(=C(C=CC1F)C1CCN(CC1)C(=O)C1=NNC=2CN(CCC21)C(CC)=O)C(F)(F)F 1-(3-(4-(3,4-difluoro-2-(trifluoromethyl)-phenyl)piperidine-1-carbonyl)-1,4,5,7-tetrahydro-6H-pyrazolo[3,4-c]pyridin-6-yl)propan-1-one